C1(CCCCC1)C(C(=O)O)(C)C 2-cyclohexyl-2-methylpropanoic acid